copper manganous chromite [Cr](=O)([O-])[O-].[Mn+2].[Cu]